7-amino-N-{2-[3-amino-4-(methoxymethyl)pyrrolidin-1-yl]-3-fluoro-5,6,7,8-tetrahydroquinolin-6-yl}-3-methylthieno[2,3-b]pyrazine-6-carboxamide NC1=C(SC2=NC(=CN=C21)C)C(=O)NC2CC=1C=C(C(=NC1CC2)N2CC(C(C2)COC)N)F